(1S,2s)-N-(6-(((6-cyclopropyl-imidazo[1,2-a]pyridin-2-yl)methyl)amino)pyrimidin-4-yl)-2-(4-methyl-pyrimidin-2-yl)cyclopropane-1-carboxamide C1(CC1)C=1C=CC=2N(C1)C=C(N2)CNC2=CC(=NC=N2)NC(=O)[C@@H]2[C@H](C2)C2=NC=CC(=N2)C